CNC/C=C/C(=O)O (E)-4-(methylamino)but-2-enoic acid